methyl 4-(3-((1r,3R,5S,7r)-3,5-dimethyladamantan-1-yl) thioureido)-3-fluorobenzoate C[C@]12CC3(CC(C[C@@](C1)(C3)C)C2)NC(NC2=C(C=C(C(=O)OC)C=C2)F)=S